C(C)(C)OC1=C(CBr)C=CC=C1 2-(isopropoxy)benzyl bromide